CC/C=C\\C/C=C\\C/C=C\\C/C=C\\C/C=C\\C/C=C\\CCC(=O)N[C@@H](CCC(=O)O)C(=O)O The molecule is an N-(long-chain-fatty-acyl)-L-glutamic acid in which the acyl group is specified as (4Z,7Z,10Z,13Z,16Z,19Z)-docosahexaenoyl. It has a role as a marine metabolite. It derives from an all-cis-docosa-4,7,10,13,16,19-hexaenoic acid.